FC1=CC=C(C=C1)C=1C2=C(N=C(N1)C)CN(C2)C#N (4-fluorophenyl)-2-methyl-5,7-dihydro-6H-pyrrolo[3,4-d]pyrimidine-6-carbonitrile